3-difluoromethyl-1H-pyrazole-4-carboxylic acid methoxy-[1-methyl-2-(2,4,6-trichlorophenyl)-ethyl]-amide CON(C(=O)C=1C(=NNC1)C(F)F)C(CC1=C(C=C(C=C1Cl)Cl)Cl)C